C1(OC(C2C1CC1C2C(OC(C1)=O)=O)=O)=O hexahydrofuro[3',4':4,5]cyclopenta[1,2-c]pyran-1,3,4,6-tetraone